3-(methylthio)-1,2,4-triazin CSC=1N=NC=CN1